CC=1N=C2N(C=C(N=C2C)C=2C=C3C=CN(C(C3=CN2)=O)C2CCN(CC2)C(=O)OC(C)(C)C)C1 tert-butyl 4-(6-(2,8-dimethylimidazo[1,2-a]pyrazin-6-yl)-1-oxo-2,7-naphthyridin-2(1H)-yl)piperidine-1-carboxylate